tert-butyl-methyl-carbamic acid 1-(2-isopropoxy-ethyl)-4-oxo-4,5-dihydro-1H-pyrrolo[3,2-d]pyrimidin-2-ylsulfanylmethyl ester, trifluoroacetic acid salt FC(C(=O)O)(F)F.C(C)(C)OCCN1C(=NC(C2=C1C=CN2)=O)SCOC(N(C)C(C)(C)C)=O